CN1C=NC(=C1CO)C(F)(F)F [3-methyl-5-(trifluoromethyl)imidazole-4-yl]methanol